C1(=CC(=CC=C1)C[C@H]1[C@H](CCC=2N1N=C(C2)C(C)(C)O)NS(=O)(=O)C)C2=CC=CC=C2 |r| rac-N-[(6S,7S)-7-[([1,1-biphenyl]-3-yl)methyl]-2-(2-hydroxypropan-2-yl)-4,5,6,7-tetrahydropyrazolo[1,5-a]pyridin-6-yl]methanesulfonamide